C(#C)C1=CC=C(C=C1)NC(CC1=CC=C(C=C1)O)=O N-(4-ethynylphenyl)-2-(4-hydroxyphenyl)acetamide